6-(Cyclopropylmethoxy)-N-[(2S)-1-(2-fluoroethoxy)prop-2-yl]-5-(3-methoxyazetidin-1-yl)pyridine-2-carboxamide C1(CC1)COC1=C(C=CC(=N1)C(=O)N[C@H](COCCF)C)N1CC(C1)OC